[8-[3-Chloro-6-fluoro-2-(methoxymethoxy)phenyl]-3,8-diazabicyclo[3.2.1]oct-3-yl]-(2-chloro-4-fluoro-phenyl)methanone ClC=1C(=C(C(=CC1)F)N1C2CN(CC1CC2)C(=O)C2=C(C=C(C=C2)F)Cl)OCOC